(2S,4S)-4-(4,4-difluoro-1-piperidyl)pyrrolidine-2-carboxylic acid FC1(CCN(CC1)[C@H]1C[C@H](NC1)C(=O)O)F